(E)-1-iodohexa-1,5-Diene I\C=C\CCC=C